IC1=C2C(C=[N+](C2=CC(=C1)I)CCCCS(=O)(=O)O)(C)C 4,6-diiodo-3,3-dimethyl-1-(4-sulfobutyl)-3H-indol-1-ium